C1(=CC=CC=C1)C1=NN=CO1 5-phenyl-1,3,4-oxadiazol